(S)-2-(1-((5-(5-(difluoromethyl)-1,3,4-oxadiazol-2-yl)pyridin-2-yl)methyl)-1H-1,2,3-triazol-4-yl)pyrrolidine-1-carboxylic acid methyl ester COC(=O)N1[C@@H](CCC1)C=1N=NN(C1)CC1=NC=C(C=C1)C=1OC(=NN1)C(F)F